(1RS,2RS)-5'-Bromo-4'-chloro-2-phenylspiro[cyclopropane-1,3'-pyrrolo[2,3-b]pyridin]-ol BrC=1C(=C2C(=NC1)N=C([C@]21[C@H](C1)C1=CC=CC=C1)O)Cl |r|